N-(4-((2-(1,1-difluoroethyl)-6-ethylpyrimidin-4-yl)amino)-5-(5-methoxypyrazin-2-yl)pyridin-2-yl)acetamide FC(C)(F)C1=NC(=CC(=N1)NC1=CC(=NC=C1C1=NC=C(N=C1)OC)NC(C)=O)CC